(rac)-6-(1-Methylpyrrolidin-3-yl)oxy-1-[1-[4-(trifluoromethoxy)benzoyl]-4-piperidyl]-3H-imidazo[4,5-b]pyridin-2-one CN1C[C@@H](CC1)OC=1C=C2C(=NC1)NC(N2C2CCN(CC2)C(C2=CC=C(C=C2)OC(F)(F)F)=O)=O |r|